(tetramethylcyclopentadienyl)hafnium CC=1C(=C(C(C1)(C)[Hf])C)C